C(C)(C)(C)C1=CC(=C(C=C1Cl)C=1NC(=C(C(C1C=1C=NN(C1)COC)=O)C)C)C 2-(4-tert-butyl-5-chloro-2-methyl-phenyl)-3-[1-(methoxymethyl)pyrazol-4-yl]-5,6-dimethyl-1H-pyridin-4-one